1-(7-(2-fluorophenoxy)-3,4-dihydroisoquinolin-2(1H)-yl)prop-2-en-1-one FC1=C(OC2=CC=C3CCN(CC3=C2)C(C=C)=O)C=CC=C1